2-[8-ethyl-3-(methoxymethoxy)-1-naphthyl]-4,4,5,5-tetramethyl-1,3,2-dioxaborolane C(C)C=1C=CC=C2C=C(C=C(C12)B1OC(C(O1)(C)C)(C)C)OCOC